1,3,5-tris(N,N-dimethyl-2-aminopropyl)hexahydro-s-triazine CN(C(CN1CN(CN(C1)CC(C)N(C)C)CC(C)N(C)C)C)C